N-((3R,4R)-3-fluoro-1-(oxetan-3-yl)piperidin-4-yl)-4-methoxy-5-(1-(2,2,2-trifluoroethyl)-1H-benzo[d][1,2,3]triazol-6-yl)pyrrolo[2,1-f][1,2,4]triazin-7-d-2-amine F[C@@H]1CN(CC[C@H]1NC1=NN2C(C(=N1)OC)=C(C=C2[2H])C=2C=CC1=C(N(N=N1)CC(F)(F)F)C2)C2COC2